(S)-N-((S)-1-(5-(benzo[d]oxazol-6-yl)-1H-imidazol-2-yl)-7-oxononyl)-6-methyl-6-azaspiro[2.5]octane-1-carboxamide O1C=NC2=C1C=C(C=C2)C2=CN=C(N2)[C@H](CCCCCC(CC)=O)NC(=O)[C@H]2CC21CCN(CC1)C